ClC1=NC=CC(=C1C#N)N1CCN(CCC1)C1=CC=C(C=C1)CC(=O)N(C)C 2-(4-(4-(2-chloro-3-cyanopyridin-4-yl)-1,4-diazepan-1-yl)phenyl)-N,N-dimethylacetamide